ethyl (trans)-2-(2-(dimethylamino)ethoxy)cyclopropane-1-carboxylate CN(CCO[C@H]1[C@@H](C1)C(=O)OCC)C